N[C@H](C(=O)OC)CC(F)F methyl (S)-2-amino-4,4-difluorobutanoate